[C@H]12CN(C[C@H](CC1)N2)C2=NC(=NC1=C(C(=C(C=C21)F)C2=C(C(=CC(=N2)N)C)Cl)F)OCC2(CC2)CN2CCOCC2 6-(4-((1R,5S)-3,8-diazabicyclo[3.2.1]octan-3-yl)-6,8-difluoro-2-((1-(morpholinomethyl)cyclopropyl)methoxy)quinazolin-7-yl)-5-chloro-4-methylpyridin-2-amine